2-bromo-4-(dimethylamino)-pyridine BrC1=NC=CC(=C1)N(C)C